dihydroxy-7-methoxyisoflavone OC1=C2C(C(=C(OC2=CC(=C1)OC)O)C1=CC=CC=C1)=O